C(CC)OCC1CO1 gamma-epoxypropylpropyl ether